FC1(CCCCC1)C1=NC(=C(C(=O)OC)C=C1)OC methyl 6-(1-fluorocyclohexyl)-2-methoxynicotinate